C(C)(C)(C)OC(=O)N1CCC(CC1)(C1=NC=CC=C1)C(N)=O 4-Carbamoyl-4-(pyridin-2-yl)piperidine-1-carboxylic acid tert-butyl ester